COC=1C=C(C=CC1)N(C(=O)C=1SC2=C(N1)C=CC=C2)C2CCN(CC2)C N-(3-methoxyphenyl)-N-(1-methylpiperidin-4-yl)benzo[d]thiazole-2-carboxamide